30-Amino-3,14,25-trihydroxy-3,9,14,20,25-pentaazatriacontane-2,10,13,21,24-pentaone NCCCCCN(C(CCC(NCCCCCN(C(CCC(NCCCCCN(C(C)=O)O)=O)=O)O)=O)=O)O